6-Chloro-7-methoxy-4-(1-methyl-3-phenyl-1H-pyrazol-4-yl)pyrido[3,2-D]pyrimidine ClC=1C(=CC=2N=CN=C(C2N1)C=1C(=NN(C1)C)C1=CC=CC=C1)OC